ClC=1C=CC2=C([C@@](C(CCN2C(=O)C2=CC(=C(C=C2)NC(C2=C(C=CC(=C2)F)C)=O)F)(F)F)(C)O)C1 N-{4-[(5R)-7-chloro-4,4-difluoro-5-hydroxy-5-methyl-2,3,4,5-tetrahydro-1H-1-benzazepine-1-carbonyl]-2-fluorophenyl}-5-fluoro-2-methylbenzamide